thiadiazole lanthanum [La].S1N=NC=C1